4-(3-(5-(9,9-dimethyl-9H-fluoren-4-yl)-3,6-diphenylpyrazin-2-yl)phenyl)-2,6-diphenylpyrimidine CC1(C2=CC=CC=C2C=2C(=CC=CC12)C=1N=C(C(=NC1C1=CC=CC=C1)C=1C=C(C=CC1)C1=NC(=NC(=C1)C1=CC=CC=C1)C1=CC=CC=C1)C1=CC=CC=C1)C